C1(=CC=C(C=C1)C(=O)N1C=NC=C1)C(=O)N1C=NC=C1 1,1'-(1,4-Phenylene)bis[1-(1H-imidazol-1-yl)methanone]